N-(6-((1H-pyrazol-1-yl)methyl)-5-fluoro-4-methoxybenzo[d]isoxazol-3-yl)-7-methoxy-4-(methylsulfonyl)-3,4-dihydro-2H-benzo[b][1,4]oxazine-8-sulfonamide N1(N=CC=C1)CC1=CC2=C(C(=NO2)NS(=O)(=O)C2=C(C=CC3=C2OCCN3S(=O)(=O)C)OC)C(=C1F)OC